N1=NNNCCCCCCCCCCCCC1 Tetraazacycloheptadecene